O1CC(C1)CN oxetane-3-ylmethylamine